[2-(2-methoxy-3-pyridyl)-5-(2-trimethylsilylethoxymethyl)pyrrolo[3,2-d]pyrimidin-7-yl]-[4-[1-methyl-4-(trifluoromethyl)imidazol-2-yl]phenyl]methanone COC1=NC=CC=C1C=1N=CC2=C(N1)C(=CN2COCC[Si](C)(C)C)C(=O)C2=CC=C(C=C2)C=2N(C=C(N2)C(F)(F)F)C